tert-butyl ((4-fluorophenyl)(phenylsulfonyl)methyl)carbamate FC1=CC=C(C=C1)C(S(=O)(=O)C1=CC=CC=C1)NC(OC(C)(C)C)=O